tertbutyl acetoacetate C(CC(=O)C)(=O)OC(C)(C)C